C(C)(C)(C)OC(CCCCOC1=NOC(=C1)C(C(=O)OC)C(C)C)=O 5-((5-(1-Methoxy-3-methyl-1-oxobutan-2-yl)isoxazol-3-yl)oxy)pentanoic acid tert-butyl ester